6-(3-(3-((1,3-dihydroxypropan-2-yl)oxy)-2,2-bis(hydroxymethyl)propyl)ureido)hexanoic acid OCC(CO)OCC(CNC(NCCCCCC(=O)O)=O)(CO)CO